tert-Butyl 6-(4-aminophenyl)-3-(bis(tert-butoxycarbonyl)amino)pyrazolo[3,4-d]pyrimidine-1-carboxylate NC1=CC=C(C=C1)C1=NC=C2C(=N1)N(N=C2N(C(=O)OC(C)(C)C)C(=O)OC(C)(C)C)C(=O)OC(C)(C)C